6-[[5-[4-(4-cyclopropylimidazol-1-yl)-3-methyl-phenyl]-2-ethyl-1,2,4-triazol-3-yl]amino]spiro[2,3-dihydroisoquinoline-4,1'-cyclopropane]-1-one C1(CC1)C=1N=CN(C1)C1=C(C=C(C=C1)C=1N=C(N(N1)CC)NC=1C=C2C(=CC1)C(NCC21CC1)=O)C